S(=O)(=O)(C1=CC=C(C)C=C1)N1C=CC2=CC=CC=C12 1-tosyl-1H-indol